O1C=C(C2=C1C=CC=C2)C=2C=CC(=C(C2)NC2=NC=NC1=CC(=C(C=C21)OC2CCNCC2)OC)OC 4-((4-((5-(benzofuran-3-yl)-2-methoxyphenyl)amino)-7-methoxyquinazolin-6-yl)oxy)piperidin